Oleyl-Bis(2-Hydroxylethyl)Methylammonium C(CCCCCCC\C=C/CCCCCCCC)[N+](C)(CCO)CCO